O1C(=CC=C1)CC=1N=C2N(C=C(N=C2SC2=CC=CC=C2)C2=CC=CC=C2)C1 2-(furan-2-ylmethyl)-6-phenyl-8-(phenylthio)imidazo[1,2-a]pyrazine